N1=CCN2C=C3N(C=C21)C=CC=C3 imidazo[3,2-d]pyrido[1,2-a]pyrazine